pyrido[1,2-a]pyrimidine-7-carboxylic acid N1=C2N(CC=C1)C=C(C=C2)C(=O)O